NC=1S[C@](C[C@@](N1)(C)C1=C(C=CC(=C1)\C=C(\C1=NC=C(N=C1)OCC#C)/F)F)(C)C(=O)N1CCOCC1 ((4S,6S)-2-Amino-4-(2-fluoro-5-((Z)-2-fluoro-2-(5-(prop-2-yn-1-yloxy)pyrazin-2-yl)vinyl)phenyl)-4,6-dimethyl-5,6-dihydro-4H-1,3-thiazin-6-yl)-(morpholino)methanon